Niobium(IV) neodecanoate C(CCCCCC(C)(C)C)(=O)[O-].[Nb+4].C(CCCCCC(C)(C)C)(=O)[O-].C(CCCCCC(C)(C)C)(=O)[O-].C(CCCCCC(C)(C)C)(=O)[O-]